OC1CCC(CC1)N1C(C2=CC=CC=C2C1=O)=O ((1R,4R)-4-hydroxycyclohexyl)isoindoline-1,3-dione